1-(bromomethyl)-2,5-difluoro-4-methylbenzene BrCC1=C(C=C(C(=C1)F)C)F